C(CCCCCCCCN=C=O)N=C=O nonylene diisocyanate